NC=1C2=C(N=CN1)N(C=C2C2=CC=C(C=C2)NC(=O)NC2=C(C=CC(=C2)C(F)(F)F)F)C(C)C 1-(4-(4-Amino-7-isopropyl-7H-pyrrolo[2,3-d]pyrimidin-5-yl)phenyl)-3-(2-fluoro-5-(trifluoromethyl)phenyl)urea